1-(Naphthalen-1-ylsulfonyl)-4-(4-pentylphenyl)-1H-1,2,3-triazole C1(=CC=CC2=CC=CC=C12)S(=O)(=O)N1N=NC(=C1)C1=CC=C(C=C1)CCCCC